FC1=C(C(=CC=C1)C(F)(F)F)C1CCN(CC1)C(=O)C1=NNC=2CN(CCC21)C(=O)OC(C)(C)C tert-butyl 3-(4-(2-fluoro-6-(trifluoromethyl) phenyl) piperidine-1-carbonyl)-1,4,5,7-tetrahydro-6H-pyrazolo[3,4-c]pyridine-6-carboxylate